(S)-6,7-dimethoxy-9-(2-((5-methoxy-1,2,3,4-tetrahydronaphthalen-2-yl)amino)pyrimidin-5-yl)naphtho[2,3-c]furan-1(3H)-one COC1=CC2=CC3=C(C(OC3)=O)C(=C2C=C1OC)C=1C=NC(=NC1)N[C@@H]1CC2=CC=CC(=C2CC1)OC